C[N+](CCCS(=O)(=O)O)(CCOC(C(=C)C)=O)C dimethyl-(2-methacryloyloxyethyl)(3-sulfopropyl)ammonium